1-(5-chloro-2-nitro-phenyl)piperidin-4-ol ClC=1C=CC(=C(C1)N1CCC(CC1)O)[N+](=O)[O-]